1-[3-acetyl-6-[5-[(6-methoxypyridazin-3-yl)amino]benzimidazol-1-yl]-2-pyridinyl]-5-methyl-pyrazole-3-carbonitrile C(C)(=O)C=1C(=NC(=CC1)N1C=NC2=C1C=CC(=C2)NC=2N=NC(=CC2)OC)N2N=C(C=C2C)C#N